C(C1=CC=CC=C1)N1CC2(CC1)CCC(CC2)N[C@H](CCCCN)C(=O)N2[C@@H](CN(CC2)C(=O)OC2=C(C1=CC=CC=C1C=C2)Cl)C(NCC=2SC=CC2)=O 1-chloronaphthalen-2-yl (3S)-4-[N2-(2-benzyl-2-azaspiro[4.5]dec-8-yl)-D-lysyl]-3-[(thiophen-2-ylmethyl)carbamoyl]piperazine-1-carboxylate